ClC=1C(=C(C=CC1)C1(CNC1)NC1=CC=C2C=CN(C(C2=C1)=O)C(C)C)C 7-((3-(3-chloro-2-methylphenyl)azetidin-3-yl)amino)-2-isopropylisoquinolin-1(2H)-one